BrC1=CC=2C(C3=CC(=CC=C3N(C2C=C1)CCCCP(O)(O)=O)Br)(C)C (4-(2,7-dibromo-9,9-dimethylacridine-10(9H)yl)butyl)phosphonic acid